Cl.Cl.C1NCCCC2=C1C=C(C=C2)NC2=C1C=CC(NC1=NC=C2)=O 5-((2,3,4,5-tetrahydro-1H-benzo[c]azepin-8-yl)amino)-1,8-naphthyridine-2(1H)-on dihydrochloride